C(C)OC([C@@H](NC(=O)OCC)CCO)=O N-ethoxyformyl-L-homoserine ethyl ester